6-(1H-indazol-6-yl)-N-(4-(4-methylpiperazin-1-yl)phenyl)-[1,2,4]triazolo[1,5-a]pyrazin-8-amine N1N=CC2=CC=C(C=C12)C=1N=C(C=2N(C1)N=CN2)NC2=CC=C(C=C2)N2CCN(CC2)C